CC1=CC(=CC(=N1)N1N=C2CCC(CC2=C1O)N1CCN(CC1)C)C(F)(F)F 2-(6-methyl-4-(trifluoromethyl)pyridin-2-yl)-5-(4-methylpiperazin-1-yl)-4,5,6,7-tetrahydro-2H-indazole-3-ol